3-((5-Chloro-4-((2-(isopropylsulfonyl)phenyl)amino)pyrimidin-2-yl)amino)pyrrolidin ClC=1C(=NC(=NC1)NC1CNCC1)NC1=C(C=CC=C1)S(=O)(=O)C(C)C